tert-butyl N-[(3R)-7-[(2,2-dimethylpropanoylamino)carbamoyl]-4-oxo-3,5-dihydro-2H-1,5-benzothiazepin-3-yl]carbamate CC(C(=O)NNC(=O)C=1C=CC2=C(NC([C@H](CS2)NC(OC(C)(C)C)=O)=O)C1)(C)C